C=1N=C(N2C1C=CC=C2)C(C)(C)NC(=O)C2[C@H]1CN(C[C@@H]2C1)C(=O)OC(C)(C)C tert-butyl (1R,5S,6s)-6-((2-(imidazo[1,5-a]pyridin-3-yl)propan-2-yl)carbamoyl)-3-azabicyclo[3.1.1]heptane-3-carboxylate